ClC1=NN2C(N=CC(=C2[C@H](C)OC)NC(NC=2C=C(C(=NC2)N2N=CC(=C2)NC(=O)C2(CC2)O)C(F)(F)F)=O)=C1 (S)-N-(1-(5-(3-(2-chloro-7-(1-methoxyethyl)pyrazolo[1,5-a]pyrimidin-6-yl)ureido)-3-(trifluoromethyl)pyridin-2-yl)-1H-pyrazol-4-yl)-1-hydroxycyclopropane-1-carboxamide